CC1([C@@H](COC1)N1C(=NC2=C1C=C(C=C2)C(=O)O)CC2=C(C=C(C(=C2)C)C2=NC(=C(C=C2)F)OCC=2SC(=NN2)OC)F)C (S)-1-(4,4-dimethyltetrahydrofuran-3-yl)-2-(2-fluoro-4-(5-fluoro-6-((5-methoxy-1,3,4-thiadiazol-2-yl)methoxy)pyridin-2-yl)-5-methylbenzyl)-1H-benzo[d]imidazole-6-carboxylic acid